(S)-2-AMINOMETHYL-3-METHYL-BUTYRIC ACID NC[C@@H](C(=O)O)C(C)C